4,5-diiodo-3-nitro-1H-pyrazole IC=1C(=NNC1I)[N+](=O)[O-]